N,N-diethyl-N-methyl-2-(methacryloyloxy)ethylammonium para-toluenesulfonate CC1=CC=C(C=C1)S(=O)(=O)[O-].C(C)[N+](C)(CC)CCOC(C(=C)C)=O